4-{β-(p-methoxyphenoxy)ethoxy}salicylic acid COC1=CC=C(OCCOC=2C=C(C(C(=O)O)=CC2)O)C=C1